5-chloro-2-((3-methyl-4-(4-(1-methylpiperidin-4-yl)piperazin-1-yl)phenyl)amino)pyrimidine-4-carboxylic acid ClC=1C(=NC(=NC1)NC1=CC(=C(C=C1)N1CCN(CC1)C1CCN(CC1)C)C)C(=O)O